ClC=1C2=C(N=CN1)N(C(=C2I)C2(CN(CC2)C(=O)OC(C)(C)C)O)C tert-butyl 3-(4-chloro-5-iodo-7-methyl-7H-pyrrolo[2,3-d]pyrimidin-6-yl)-3-hydroxypyrrolidine-1-carboxylate